12-((Z)-dec-4-enyl)docosa-6,16-dien-11-yl 5-(dimethylamino)pentanoat CN(CCCCC(=O)OC(CCCC=CCCCCC)C(CCCC=CCCCCC)CCC\C=C/CCCCC)C